ClC=1C(=NC=CC1C(F)(F)F)C(=O)NC1=CC(=C(C=C1)C)C=1C=NC2=CC(=NC=C2C1)N(C)CC1=CC=C(C=C1)OC 3-chloro-N-(3-(7-((4-methoxybenzyl)(methyl)amino)-1,6-naphthyridin-3-yl)-4-methyl-phenyl)-4-(trifluoromethyl)picolinamide